BrC=1C(=CC=2N(C1)C(=CN2)C=O)C 6-BROMO-7-METHYLIMIDAZO[1,2-A]PYRIDINE-3-CARBALDEHYDE